C(C)(C)N1C(=NN=C1)C1=CC=CC(=N1)NC(=O)NC1=NN2C(C=CC(=C2)C=2C=NN(C2)C)=C1 1-(6-(4-isopropyl-4H-1,2,4-triazol-3-yl)pyridin-2-yl)-3-(6-(1-methyl-1H-pyrazol-4-yl)pyrazolo[1,5-a]pyridin-2-yl)urea